5-[3-(2-Benzyloxyphenyl)-2-hydroxypropyl]-1,3-oxazol-2(3H)-thione C(C1=CC=CC=C1)OC1=C(C=CC=C1)CC(CC1=CNC(O1)=S)O